dimethoxy(1,1'-biphenyl) COC1=CC=C(C=C1)C1=CC=C(C=C1)OC